C1(=CC=CC=C1)C1S(CC2(CC2)CC(N1C1=CC=CC=C1)=O)=O 6,7-diphenyl-5λ4-thia-7-azaspiro[2.6]nonane-5,8-dione